NC1=NC=C(C2=C1C=NN2)NC(C(=O)N(C(C)C2=CC=CC=C2)CC(C)C)=O N1-(4-amino-1H-pyrazolo[4,3-c]pyridin-7-yl)-N2-isobutyl-N2-(1-phenylethyl)oxalamide